[2H]C(C(C(=O)OC(C)(C)C)OC(N(C)C)=O)(C\C=C\C(=O)N(C)C)[2H] tert-butyl (E)-3,3-dideuterio-7-(dimethylamino)-2-(dimethyl carbamoyloxy)-7-oxo-hept-5-enoate